C(C1=CC=CC=C1)O[C@@](C(=O)NN)(CCCOC[C@H](C)O[Si](C)(C)C(C)(C)C)C(F)(F)F (2R)-2-Benzyloxy-5-[(2S)-2-[tert-butyl(dimethyl)silyl]oxypropoxy]-2-(trifluoromethyl)pentanehydrazide